1,2-distearoyl-3-oleoyl-glycerol C(CCCCCCCCCCCCCCCCC)(=O)OCC(OC(CCCCCCCCCCCCCCCCC)=O)COC(CCCCCCC\C=C/CCCCCCCC)=O